FC1=CC(=C(C=C1)C(CC1=NC(=NC(=N1)N[C@@H](CO)CC(C)C)NS(=O)(=O)C)C)OC N-(4-(2-(4-Fluoro-2-methoxyphenyl)propyl)-6-(((R)-1-hydroxy-4-methylpentan-2-yl)amino)-1,3,5-triazin-2-yl)methanesulfonamide